C[C@@H]1CN(CCO1)C1=CC=CC(=N1)C1=NC2=CC(=NC=C2C=C1)CNC(=O)C1=CC2=C(COCCS2(=O)=O)C=C1 N-[[2-[6-[(2R)-2-methylmorpholin-4-yl]-2-pyridyl]-1,6-naphthyridin-7-yl]methyl]-1,1-dioxo-3,5-dihydro-2H-4,1λ6-benzoxathiepine-8-carboxamide